2-((2,3-dihydro-1H-inden-2-yl)amino)quinazoline-6-carboxylic acid ethyl ester C(C)OC(=O)C=1C=C2C=NC(=NC2=CC1)NC1CC2=CC=CC=C2C1